Cl.O1CCC(C2=CC=CC=C12)CNC 1-(Chroman-4-yl)-N-methylmethanamine hydrochloride